C(C)N(CC)CCN(CCOC(OC(CCCCC(=O)OCC(CCCCCCCC)CCCCCC)CCCCCC)=O)CCO 2-hexyldecyl 3-ethyl-12-hexyl-6-(2-hydroxyethyl)-10-oxo-9,11-dioxa-3,6-diazahexadecane-16-carboxylate